ClC=1C=C(C=CC1F)N(C(=O)[C@H]1N(C[C@H](C1)C(=O)NC)C1=NC(=CC(=C1C#N)C(F)(F)F)C)C (2s,4s)-N2-(3-chloro-4-fluorophenyl)-1-(3-cyano-6-methyl-4-(trifluoromethyl)pyridin-2-yl)-N2,N4-dimethylpyrrolidine-2,4-dicarboxamide